C(#N)N1C[C@@H](CC1)NC(=O)N1CC(C1)C1=NC(=NC=C1)C1=CC=CC=C1 (R)-N-(1-cyanopyrrolidin-3-yl)-3-(2-phenylpyrimidin-4-yl)azetidine-1-carboxamide